CC=1C=2N(C=C(N1)C)N=C(C2)C2=CN=C1C(=N2)SC(=C1)[C@@]1([C@@H]2CN([C@H](C1)C2)C(=O)OC(C)(C)C)O |&1:20| tert-butyl (1S,4S,5RS)-5-[3-(4,6-dimethylpyrazolo[1,5-a]pyrazin-2-yl)thieno[2,3-b]pyrazin-6-yl]-5-hydroxy-2-azabicyclo[2.2.1]heptane-2-carboxylate